4-chloro-1-oxo-3-(1-((5-oxo-5,8-dihydropyrido[2,3-d]pyrimidin-4-yl)amino)ethyl)-2-phenyl-1,2-dihydroisoquinoline-8-carbaldehyde oxime ClC1=C(N(C(C2=C(C=CC=C12)C=NO)=O)C1=CC=CC=C1)C(C)NC=1C2=C(N=CN1)NC=CC2=O